Cl.C1(CC1)C1=CC=C(C=N1)C1COC2=C(O1)C(=CC(=C2)C(=O)Cl)OC 2-(6-cyclopropylpyridin-3-yl)-8-methoxy-2,3-dihydrobenzo[b][1,4]dioxin-6-carbonyl chloride hydrochloride